C(C)(C)(C)[Si](O[Si](N(CC)CC)(C=C)C)(C)C 3-(tert-butyl)-N,N-diethyl-1,3,3-trimethyl-1-vinyl-disiloxan-1-amine